[Si](C)(C)(C(C)(C)C)OCC=1N=CSC1C(F)(F)F 4-(((tert-butyldimethylsilyl)oxy)methyl)-5-(trifluoromethyl)thiazole